tert-Butyl (R)-4-(4-bromo-1-(oxetan-3-yl)-1H-pyrazol-5-yl)-3-methylpiperazine-1-carboxylate BrC=1C=NN(C1N1[C@@H](CN(CC1)C(=O)OC(C)(C)C)C)C1COC1